tert-butyl 7-carbamoyl-2-azaspiro[3.5]nonane-2-carboxylate C(N)(=O)C1CCC2(CN(C2)C(=O)OC(C)(C)C)CC1